tert-butyl (2S)-2-amino-3-phenylpropanoate hydrochloride Cl.N[C@H](C(=O)OC(C)(C)C)CC1=CC=CC=C1